BrC=1C=C(C=CC1)C1=NC2=CC(=CC=C2C(N1C)C)C(F)(F)F 2-(3-bromophenyl)-3,4-dimethyl-7-(trifluoromethyl)-4H-quinazoline